O[C@@H]1C[C@@H](N(C1)C(=O)OC(C)(C)C)C(=O)OC 1-(tert-butyl) 2-methyl (2R,4R)-4-hydroxypyrrolidine-1,2-dicarboxylate